C1(CC(C(CC1)C(C)C)S(=O)(=O)O)C menthanesulfonic acid